CN(C)C1=CC(=CC=C1)Cl 3-chloro-N,N-dimethylaniline